N1C=CC=2C1=NC=CC2C2=CC=C(C=C2)C(CNC(CO)=O)(O)C2=CC=C(C=C2)Cl N-(2-(4-(1H-pyrrolo[2,3-b]pyridin-4-yl)phenyl)-2-(4-chlorophenyl)-2-hydroxyethyl)-2-hydroxyacetamide